O(S(=O)(=O)C(F)(F)F)C=1C2=C(N=C(N1)SC)CCOC2C2=CC(=CC1=CC=C(C(=C21)CC)F)OCOC (8-ethyl-7-fluoro-3-(methoxymethoxy) naphthalen-1-yl)-2-(methylsulfanyl)-7,8-dihydro-5H-pyrano[4,3-d]pyrimidin-4-yl triflate